Iron trifluoromethanesulfonate FC(S(=O)(=O)[O-])(F)F.[Fe+2].FC(S(=O)(=O)[O-])(F)F